C(C1=CC=CC=C1)OC1=C(C=CC=C1)CO (2-(benzyloxy)phenyl)methanol